FC=1C=C(C=CC1F)N(C(C)=O)C1=NC=CC(=C1)[N+](=O)[O-] N-(3,4-difluorophenyl)-N-(4-nitropyridin-2-yl)acetamide